1-(5,8-dimethoxy-2,3-dihydrobenzo[b][1,4]dioxin-6-yl)-3-phenylpropane-1,3-dione COC1=C(C=C(C=2OCCOC21)OC)C(CC(=O)C2=CC=CC=C2)=O